B(N)(O)O boric acid amide